[Sn].[Cu].[W].[Fe].[Co] cobalt iron tungsten copper tin